ClC=1C(=C(C(=O)O)C=C(C1)NC(=O)C1(CC1)C1=C(C=C(C=C1)C(F)(F)F)F)C=1C=NN(C1)C1CCC1 3-Chloro-2-(1-cyclobutyl-1H-pyrazol-4-yl)-5-[({1-[2-fluoro-4-(trifluoromethyl)phenyl]cyclopropyl}carbonyl)amino]benzoic acid